NC1=NN2C(C=C(C=C2)C=2C=C(C(=NC2)C)C(=O)NCC2=C(C=C(C=C2)F)OCC2CC2)=N1 5-{2-amino-[1,2,4]triazolo[1,5-a]pyridin-7-yl}-N-{[2-(cyclopropylmethoxy)-4-fluorophenyl]methyl}-2-methylpyridine-3-carboxamide